C(C)(C)(C)N1N=CC(=C1C(=O)NC(CC1=C(C=C(C=C1)C)C)CSC)OC1=CC=CC=C1 1-(tert-butyl)-N-(1-(2,4-dimethylphenyl)-3-(methylthio)propan-2-yl)-4-phenoxy-1H-pyrazole-5-carboxamide